FC1=C(C=CC(=C1)CN1CCCC1)C=1C=C2C(=CC=NC2=CC1)NC=1C=CC2=C(N=CS2)C1 N-(6-(2-fluoro-4-(pyrrolidin-1-ylmethyl)phenyl)quinolin-4-yl)benzo[d]thiazol-5-amine